(3-oxo-3,4-dihydro-2H-benzo[b][1,4]oxazine-6-carbonyl)glycine O=C1NC2=C(OC1)C=CC(=C2)C(=O)NCC(=O)O